CC1(C(C(CC(=C1)C)(C(=O)O)C)C(=O)O)C(=O)O 1,3,5-trimethyl-benzenetricarboxylic acid